COC(=O)C=1CC(=C(N(C1C)C1=C(C(=CC=C1)Cl)Cl)C)C(=O)OCCC#N (2,3-dichloro-phenyl)-2,6-dimethyl-1,4-dihydro-pyridine-3,5-dicarboxylic acid 3-(2-cyano-ethyl) ester 5-methyl ester